1-(5-cyano-6-fluoro-4-methyl-2-oxo-1-{[2-(trimethylsilyl)ethoxy]methyl}quinolin-3-yl)-N-[(1R)-1-(5-cyanopyrimidin-2-yl)ethyl]cyclopropane-1-carboxamide C(#N)C1=C2C(=C(C(N(C2=CC=C1F)COCC[Si](C)(C)C)=O)C1(CC1)C(=O)N[C@H](C)C1=NC=C(C=N1)C#N)C